S(=O)(O)O.CC(=C)OCC methyl ethoxyethylene sulfite